1,3-dimethyl-2-(2-hydroxyethyl)imidazolium CN1C(=[N+](C=C1)C)CCO